di(4-toluyl) sulfoxide C1(=CC=C(C=C1)S(=O)C1=CC=C(C=C1)C)C